4-(bromomethyl)morpholine BrCN1CCOCC1